[O-]CCCC.C(CC)[Mg+] propyl-magnesium n-butoxide